4-(6-amino-4-methyl-pyridin-3-yl)-2-hydroxymethyl-piperazine-1-carboxylic acid tert-butyl ester C(C)(C)(C)OC(=O)N1C(CN(CC1)C=1C=NC(=CC1C)N)CO